[dibenzo[a,j]phenoxathiine-3,11-diyldi(4,1-phenylene)]dimethanol C1=CC(=CC=2C=CC=3OC=4C=CC5=C(C4SC3C21)C=CC(=C5)C5=CC=C(C=C5)CO)C5=CC=C(C=C5)CO